N-(3-fluorophenyl)acrylamide FC=1C=C(C=CC1)NC(C=C)=O